CC1CC(=O)OCCC1 3-methyl-e-caprolactone